ClC1=C2C=CC=NC2=C(C(=C1Cl)[N+](=O)[O-])OC 5,6-dichloro-8-methoxy-7-nitroquinoline